[GeH]1=CC=CC=C1 Germinin